C(C)(=O)NC1=C(C(=O)NC=2SC(=C(N2)C)[N+](=O)[O-])C=CC(=C1)NCCCCCCCCCNC(C[C@H]1C=2N(C3=C(C(=N1)C1=CC=C(C=C1)Cl)C(=C(S3)C)C)C(=NN2)C)=O (S)-2-acetamido-4-((9-(2-(4-(4-chlorophenyl)-2,3,9-trimethyl-6H-thieno[3,2-f][1,2,4]triazolo[4,3-a][1,4]diazepin-6-yl)acetamido)nonyl)amino)-N-(4-methyl-5-nitrothiazol-2-yl)benzamide